BrC1=C(C(=C(C2=NSN=C21)Br)F)F 4,7-dibromo-5,6-difluoro-2,1,3-benzothiadiazole